C(C)(=O)[O-].C(C)(C)[NH2+]C(C)C N,N-diisopropylammonium acetate